(R)-3-(2-(difluoromethoxy)phenyl)-6-(2-(((R)-tetrahydrofuran-3-yl)amino)pyrimidin-5-yl)-2,3-dihydropyrazolo[1,2-a]indazol-9(1H)-one FC(OC1=C(C=CC=C1)[C@H]1CCN2N1C=1C=C(C=CC1C2=O)C=2C=NC(=NC2)N[C@H]2COCC2)F